3-(1-oxo-5-(4-(pyrrolidin-1-ylmethyl)-1H-pyrrolo[2,3-b]pyridin-6-yl)isoindolin-2-yl)piperidine-2,6-dione O=C1N(CC2=CC(=CC=C12)C1=CC(=C2C(=N1)NC=C2)CN2CCCC2)C2C(NC(CC2)=O)=O